NCCC[Si](OC)(OC)OC (3-Aminopropyl)-trimethoxysilan